O=C1NC(CCC1N1CC2=CC=C(C=C2C1=O)CNC(OCC1=CC=C(C=C1)C1CCCC1)=O)=O (4-cyclopentylphenyl)methyl N-{[2-(2,6-dioxopiperidin-3-yl)-3-oxo-2,3-dihydro-1H-isoindol-5-yl]methyl}carbamate